N-((6-(4-(3H-imidazo[4,5-b]pyridin-7-yl)-1H-pyrazol-1-yl)pyridin-3-yl)methyl)-2-cyanoacetamide N1=CNC2=NC=CC(=C21)C=2C=NN(C2)C2=CC=C(C=N2)CNC(CC#N)=O